Propyl 2-methyl-4-(3-{[7-(1-methyl-1H-pyrazol-4-yl)isoquinolin-1-yl]amino}propanamido)-1H-imidazole-1-carboxylate CC=1N(C=C(N1)NC(CCNC1=NC=CC2=CC=C(C=C12)C=1C=NN(C1)C)=O)C(=O)OCCC